4-methoxy-N-(2-(trifluoromethyl)pyridin-4-yl)picolinamide COC1=CC(=NC=C1)C(=O)NC1=CC(=NC=C1)C(F)(F)F